3-Bromo-1-tosyl-1H-pyrrole BrC1=CN(C=C1)S(=O)(=O)C1=CC=C(C)C=C1